3-(2-(4-(2,4-difluorophenoxy)piperidin-1-yl)-3-(1-methyl-1H-pyrazol-4-yl)pyrido[3,4-b]pyrazin-7-yl)-3-hydroxypropanenitrile FC1=C(OC2CCN(CC2)C=2N=C3C(=NC2C=2C=NN(C2)C)C=NC(=C3)C(CC#N)O)C=CC(=C1)F